BrC1=NC(=C(N=C1Br)F)F 2,3-dibromo-5,6-difluoro-1,4-diazine